CC=1C(=NN2C1NC(=CC2=O)C=2C=C(C#N)C=CC2)C2=C(C=CC=C2)C 3-(3-methyl-7-oxo-2-(o-tolyl)-4,7-dihydropyrazolo[1,5-a]pyrimidin-5-yl)benzonitrile